N-(3-chloro-2-fluorophenyl)-7-cyclopropoxy-6-{[2-(pyrimidin-2-yl)-propan-2-yl]oxy}quinazolin-4-amine ClC=1C(=C(C=CC1)NC1=NC=NC2=CC(=C(C=C12)OC(C)(C)C1=NC=CC=N1)OC1CC1)F